C[C@@](N)(C1=CC=C(C=C1)C(=O)O)C(=O)O |r| (RS)-α-methyl-4-carboxyphenylglycine